C[C@H]1COCCCOC2=NC=CC(C3=NNC=4C=CC(O1)=CC34)=N2 (13S)-13-methyl-7,11,14-trioxa-5,19,20,23-tetraazatetracyclo[13.5.2.12,6.018,21]tricosa-1(20),2(23),3,5,15(22),16,18(21)-heptaene